(R)-(4-chlorophenyl)-3-methyl-monophenyl-1,4,5,7-tetrahydro-6H-pyrazolo[3,4-b]pyridin-6-one ClC1=CC=C(C=C1)[C@@H]1C2=C(NC(C1)=O)N(N=C2C)C2=CC=CC=C2